BrC=1C=C2C(=NC=NN2C1)N1CCN(CC1)C1=NC=C(C=N1)[C@](C)(C1=CC=C(C=C1)F)N (S)-1-(2-(4-(6-bromopyrrolo[2,1-f][1,2,4]triazin-4-yl)piperazin-1-yl)pyrimidin-5-yl)-1-(4-fluorophenyl)ethylamine